CC=1C(=C(C(=O)O)C=C(C1Cl)F)NC1=C(C(=C(C=C1)F)F)CCCN(C1=NC(=CC=C1[N+](=O)[O-])OC)C(=O)OC(C)(C)C.OC(=O)C(CCC[C@@H]1SC[C@@H]2NC(=O)N[C@H]12)([2H])[2H] biotin-d2 methyl-2-((2-(3-((tert-butoxycarbonyl)(6-methoxy-3-nitropyridin-2-yl)amino)propyl)-3,4-difluorophenyl)amino)-4-chloro-5-fluorobenzoate